4-bromo-β,β,2-trifluoro-benzenepropanoic acid BrC1=CC(=C(C=C1)C(CC(=O)O)(F)F)F